4-(5-Methyl-2,5-diazabicyclo[2.2.2]octan-2-yl)-N-(2-phenoxyethyl)-1H-benzo[d]imidazole-1-carboxamide CN1C2CN(C(C1)CC2)C2=CC=CC=1N(C=NC12)C(=O)NCCOC1=CC=CC=C1